5-methyl-N2-(3-methylindazol-5-yl)-N4-(2-oxo-2,3-dihydro-1,3-benzoxazol-5-yl)-2,4-pyrimidinediamine CC=1C(=NC(=NC1)NC=1C=C2C(=NNC2=CC1)C)NC=1C=CC2=C(NC(O2)=O)C1